N-([1,1'-biphenyl]-4-ylmethyl)-9-phenyl-2-(piperazin-1-yl)-9H-purin-6-amine C1(=CC=C(C=C1)CNC1=C2N=CN(C2=NC(=N1)N1CCNCC1)C1=CC=CC=C1)C1=CC=CC=C1